tert-butyl-(cis-4-(2-(4-(benzo[d]isothiazol-3-yl)piperazin-1-yl)ethyl)-4-fluorocyclohexane) carbamate C(N)(O)=O.C(C)(C)(C)C1CCC(CC1)(F)CCN1CCN(CC1)C1=NSC2=C1C=CC=C2